NCC=1C=C(C=CC1)N1N=C(C=C1C(=O)NC1=CC(=CC=C1)C(NCC1OCCC1)C1=CC=CC=C1)C(F)(F)F 1-(3-(aminomethyl)phenyl)-N-(3-(phenyl(((tetrahydrofuran-2-yl)methyl)amino)methyl)phenyl)-3-(trifluoromethyl)-1H-pyrazole-5-carboxamide